BrC1=CC2=C(N(C=N2)C2=NC(=C(C=C2)C(F)F)N2N=C(C=C2C)OC(F)F)C=C1C 5-bromo-1-[6-[3-(difluoromethoxy)-5-methyl-pyrazol-1-yl]-5-(difluoromethyl)-2-pyridyl]-6-methyl-benzimidazole